C(#N)C=1C=CC=C2NC[C@@H](NC12)[C@@H](C1=CC=CC=C1)NC[C@@H](C)C=1C(=CC(=C(C1)CC(=O)O)F)F |o1:21| 2-(5-((S or R)-1-(((R)-((R)-8-cyano-1,2,3,4-tetrahydroquinoxalin-2-yl)(phenyl)methyl)amino)propan-2-yl)-2,4-difluorophenyl)acetic acid